COC1=NN=C2N1N=C(C=C2)N2CCC(CC2)C2=CC=C(OCCN1[C@@H](C(N(CC1)C)=O)C)C=C2 (3R)-4-[2-[4-[1-(3-methoxy-[1,2,4]triazolo[4,3-b]pyridazin-6-yl)-4-piperidinyl]phenoxy]ethyl]-1,3-dimethyl-piperazin-2-one